FC(C=1C=NC2=CC=CC=C2C1)(F)F 3-(trifluoromethyl)quinoline